O[C@H]1[C@@H](CN(CC1)CC=1N=NN(C1)C1=CC(=C(C=N1)C#N)C)C=1C(=C2COC(C2=CC1)=O)C 6-(4-(((3R,4R)-4-hydroxy-3-(4-methyl-1-oxo-1,3-dihydroisobenzofuran-5-yl)piperidin-1-yl)methyl)-1H-1,2,3-triazol-1-yl)-4-methylpyridine-3-carbonitrile